2-[4-[3-[1-(5-ethoxypyrimidin-2-yl)-4-piperidyl]propoxy]-2,6-difluoro-phenyl]-1-[(3S)-3-[[[2,3-dihydroxy-2-(hydroxymethyl)propyl]amino]methyl]-pyrrolidin-1-yl]ethanone C(C)OC=1C=NC(=NC1)N1CCC(CC1)CCCOC1=CC(=C(C(=C1)F)CC(=O)N1C[C@@H](CC1)CNCC(CO)(CO)O)F